OC(C)C 2-Hydroxypropane